NC1=CC=C(C=C1)N1CCN(CC1)C1CCC2(CCN(CC2)C=2C=C3CN(C(C3=CC2)=O)C2C(NC(CC2)=O)=O)CC1 3-(5-(9-(4-(4-aminophenyl)piperazin-1-yl)-3-azaspiro[5.5]undecan-3-yl)-1-oxoisoindolin-2-yl)piperidine-2,6-dione